ClC=1C=CC(=C(C1)NC(CNC(C(=O)[O-])CC1=CC=C(C=C1)C#N)=O)N1N=NC(=C1)Cl (2-((5-chloro-2-(4-chloro-1H-1,2,3-triazol-1-yl)phenyl)amino)-2-oxoethyl amino)-3-(4-cyanophenyl)propanoate